(R)-N-(2-(1-cyclopropyl-2-methoxy-2-methylpropyl)-3-oxoisoindolin-4-yl)-6,7-dihydro-5H-cyclopenta[b]pyridine-4-carboxamide C1(CC1)[C@H](C(C)(C)OC)N1CC2=CC=CC(=C2C1=O)NC(=O)C1=C2C(=NC=C1)CCC2